methyl (5S)-3-((6-aminopyridazin-3-yl)methyl)-2-oxo-5-(trifluoromethyl)pyrrolidine-3-carboxylate NC1=CC=C(N=N1)CC1(C(N[C@@H](C1)C(F)(F)F)=O)C(=O)OC